FC=1C=C2CCCC(C2=C(C1)F)N1C=C(C=2[C@@H](C(CCC12)(F)F)O)C(F)(F)F (4S)-1-(6,8-difluoro-1,2,3,4-tetrahydronaphthalen-1-yl)-5,5-difluoro-3-(trifluoromethyl)-4,5,6,7-tetrahydro-1H-indol-4-ol